COC(=O)C=1SC(=C(N1)C)OC1=C(C=C(C=C1)N1N=C2N(C1=O)C(CC2)C2=CC=CC=C2)F 5-(2-fluoro-4-(3-oxo-5-phenyl-6,7-dihydro-3H-pyrrolo[2,1-c][1,2,4]triazol-2(5H)-yl)phenoxy)-4-methylthiazole-2-carboxylic acid methyl ester